C(C)S(=O)(=O)N1C[C@H](CC1)NC1=C2C(=NC=C1)NC(=N2)C2=C(N(C(=C2)C)C=2C=C(C=CC2C)CS(=O)(=O)N)C (3-(3-(7-(((S)-1-(ethylsulfonyl)pyrrolidin-3-yl)amino)-3H-imidazo[4,5-b]pyridin-2-yl)-2,5-dimethyl-1H-pyrrol-1-yl)-4-methylphenyl)methylsulfonamide